(S)-1-((6-cyano-5-(trifluoromethyl)pyridin-3-yl)amino)-3-(4-cyanophenoxy)-2-methyl-1-oxopropane-2-yl isobutyrate C(C(C)C)(=O)O[C@](C(=O)NC=1C=NC(=C(C1)C(F)(F)F)C#N)(COC1=CC=C(C=C1)C#N)C